FC1(CCN(CCC1)C1=NC=2CCC(CC2C=C1C(=O)NC1=CC(=CC=C1)S(N)(=O)=O)C)F 2-(4,4-difluoroazepan-1-yl)-6-methyl-N-(3-sulfamoylphenyl)-5,6,7,8-tetrahydroquinoline-3-carboxamide